C(C)(C)(C)OC(=O)C[C@H](C(=O)OC)C methyl (R)-3-(tert-butoxycarbonyl)-2-methylpropionate